7-{2-[2-(2-methylpyridin-4-yl)-1,3-oxazol-5-yl]-5-[4-(trifluoromethyl)phenyl]-1,3-oxazol-4-yl}-7,8-dihydro-1,7-naphthyridin-8-one CC1=NC=CC(=C1)C=1OC(=CN1)C=1OC(=C(N1)N1C=CC=2C=CC=NC2C1=O)C1=CC=C(C=C1)C(F)(F)F